BrC=1C=C(C(=NC1)C(F)(F)F)Cl 5-BROMO-3-CHLORO-2-(TRIFLUOROMETHYL)PYRIDINE